C(C)(C)(C)OC(NC[C@@]1(CN(CCC1)C1=NC=CC(=N1)NC1=NNC(=C1)C1CC1)F)=O N-[[(3S)-1-[4-[(5-cyclopropyl-1H-pyrazol-3-yl)amino]pyrimidin-2-yl]-3-fluoro-3-piperidinyl]methyl]carbamic acid tert-butyl ester